C(C)OC(=O)C1=C(N=C(N1)[C@H]1[C@H](C1)F)C1=CC=C(C=C1)CNC(C1=C(C=CC(=C1)F)OC)=O 4-(4-((5-fluoro-2-methoxybenzamido)methyl)phenyl)-2-((1S,2S)-2-fluorocyclopropyl)-1H-imidazole-5-carboxylic acid ethyl ester